4-((4-cyclopropyl-2-(N-methyl-methanesulfonamido)-phenyl)amino)-N-ethoxy-6-((5-(hydroxymethyl)pyridin-2-yl)amino)nicotinamide C1(CC1)C1=CC(=C(C=C1)NC1=CC(=NC=C1C(=O)NOCC)NC1=NC=C(C=C1)CO)N(S(=O)(=O)C)C